N-hexadecyl-2-methyl-3-tert-butylcarbonyloxypyridin-4-one C(CCCCCCCCCCCCCCC)N1C(=C(C(C=C1)=O)OC(=O)C(C)(C)C)C